methyl 3-(1,3-dioxo-2,3-dihydro-1H-isoindol-2-yl)-1-methoxycyclobutane-1-carboxylate O=C1N(C(C2=CC=CC=C12)=O)C1CC(C1)(C(=O)OC)OC